6-[(1-Acetylazetidin-3-yl)amino]-N-[(2R)-2-hydroxy-2-[(3S)-7-hydroxy-1,2,3,4-tetrahydro-isoquinolin-3-yl]ethyl]-2-(4-isopropylpiperazin-1-yl)pyrimidine-4-carboxamide C(C)(=O)N1CC(C1)NC1=CC(=NC(=N1)N1CCN(CC1)C(C)C)C(=O)NC[C@H]([C@H]1NCC2=CC(=CC=C2C1)O)O